C(C=C)C(=O)N=[N+]=[N-] all-α-carbonyl azide